COC1=NC=CC(=C1C1=CC=2C(=CN=C(C2)NC(=O)[C@H]2[C@@H](C2)C=O)N1C)OC trans-N-(2-(2,4-dimethoxypyridin-3-yl)-1-methyl-1H-pyrrolo[2,3-c]pyridin-5-yl)-2-formylcyclopropane-1-carboxamide